C[C@@]1(CC(C2=CC=CC=C12)=O)CC1=C(N(C2=CC=CC=C12)S(=O)(=O)C)C1=CC=C(C=C1)[N+](=O)[O-] (S)-3-methyl-3-((1-(methylsulfonyl)-2-(4-nitrophenyl)-1H-indol-3-yl)methyl)-2,3-dihydro-1H-inden-1-one